4-propanoylamino-N-[2-(diethylamino)ethyl]benzamide C(CC)(=O)NC1=CC=C(C(=O)NCCN(CC)CC)C=C1